CN1C(=NC2=C1C(=CC(=C2)C(=O)O)C=2C=NC=NC2)C 1,2-dimethyl-7-(pyrimidin-5-yl)-1H-benzo[d]Imidazole-5-carboxylic acid